2-[CYCLOPENTYL(ETHYL)AMINO]ACETALDEHYDE C1(CCCC1)N(CC=O)CC